NC1=CC(=C(C=C1OC)N1CCC2(CCN(CC2)C2CN(C2)C=2C=C3C(N(C(C3=CC2)=O)C2C(NC(CC2)=O)=O)=O)CC1)C 5-(3-(9-(4-amino-5-methoxy-2-methylphenyl)-3,9-diazaspiro[5.5]undecan-3-yl)azetidin-1-yl)-2-(2,6-dioxopiperidin-3-yl)isoindoline-1,3-dione